NCC1=CC=C(C(=O)C2=CC=CC=C2)C=C1 4-(aminomethyl)benzophenone